7-oxo-4,7-dihydropyrazolo[1,5-a]Pyrimidine-2-carboxylic acid O=C1C=CNC=2N1N=C(C2)C(=O)O